5-(BENZO[D]THIAZOL-2-YL)THIOPHENE-2-BORONIC ACID S1C(=NC2=C1C=CC=C2)C2=CC=C(S2)B(O)O